5-(2-(3,3-difluoroazetidine-1-carbonyl)-8-((1S,2S)-2-(4-fluorophenyl)cyclopropyl)imidazo[1,2-b]pyridazin-6-yl)pyrimidine-2,4(1H,3H)-dione FC1(CN(C1)C(=O)C=1N=C2N(N=C(C=C2[C@@H]2[C@H](C2)C2=CC=C(C=C2)F)C=2C(NC(NC2)=O)=O)C1)F